1-(tert-Butyl)-3-(5,6-difluorophenyl)-5-methyl-pyrazol C(C)(C)(C)N1N=C(C=C1C)C1=CC=CC(=C1F)F